(S)-(1-(6-(3-methyl-1H-pyrrolo[2,3-b]pyridin-5-yl)isochroman-8-yl)pyrrolidin-2-yl)methanol CC1=CNC2=NC=C(C=C21)C=2C=C1CCOCC1=C(C2)N2[C@@H](CCC2)CO